CCCC[N+](CCCC)(CCCC)CCCC.[Br-] The molecule is a tetrabutylammonium salt with bromide as the anionic counterpart. It is an organic bromide salt and a tetrabutylammonium salt.